C1(CC1)S(=O)(=O)CC(=O)OCC1=CC=CC=C1 benzyl 2-(cyclopropylsulfonyl)acetate